[C@@H]1([C@H](O)[C@H](O)[C@@H](CO)O1)N1C=NC=2C(=O)N3C(CC[C@@H](C(=O)OC)NC(=O)OC)=C(C)N=C3N(C)C21 Wybutosin